4-Formylbicyclo[2.2.1]heptane-1-carboxylic acid methyl ester COC(=O)C12CCC(CC1)(C2)C=O